4-[[2-[4-[4-[4-(3-aminopropylamino)-2-oxo-pyrrolidin-1-yl]phenyl]sulfonylpiperazin-1-yl]-6-chloro-4-pyridyl]-difluoro-methyl]-N-methyl-benzamide NCCCNC1CC(N(C1)C1=CC=C(C=C1)S(=O)(=O)N1CCN(CC1)C1=NC(=CC(=C1)C(C1=CC=C(C(=O)NC)C=C1)(F)F)Cl)=O